6-((1-ethylpiperidin-4-yl)methyl)thieno[2,3-b]pyridine-2-carboxylic acid methyl ester COC(=O)C1=CC=2C(=NC(=CC2)CC2CCN(CC2)CC)S1